O1C=CC=2C=NC=CC21 furo[3,2-c]pyridin